C(C1=CC=CC=C1)OC=1C(C(=CN2[C@@H]3COCCN(C(C21)=O)C3)C(=O)NCC3=C(C=C(C=C3)F)F)=O (7S)-12-(benzyloxy)-N-(2,4-difluorobenzyl)-1,11-dioxo-1,3,4,6,7,11-hexahydro-2,7-methanopyrido[1,2-d][1,4,7]oxadiazonine-10-carboxamide